O-(trimethylsilyl)hydroxylamine Ethyl-2-{[(2,6-diethyl-4-methylphenyl)carbamoyl]-oxy}acetate C(C)OC(COC(NC1=C(C=C(C=C1CC)C)CC)=O)=O.C[Si](ON)(C)C